OCC(OC=1C=CC2=C(C(=C(O2)C)C(=O)NC2(CCOCC2)CO)C1)C1=CC=CC=C1 5-(2-hydroxy-1-phenylethoxy)-N-(4-(hydroxymethyl)tetrahydro-2H-pyran-4-yl)-2-methylbenzofuran-3-carboxamide